ClC1=C(C=2N=C(N=C(C2C=N1)N1CCO[C@@H]2C[C@H]12)OC([2H])([2H])[C@]12CCCN2C[C@@H](C1)F)F (1R,6S)-5-(7-Chloro-8-fluoro-2-(((2R,7aS)-2-fluorotetrahydro-1H-pyrrolizin-7a(5H)-yl)methoxy-d2)pyrido[4,3-d]pyrimidin-4-yl)-2-oxa-5-azabicyclo[4.1.0]heptane